C1(CC1)C=1C(=CC=2N(N1)C(=CN2)C2=CN=CC(=N2)N[C@H]2CNCCC2)OC (R)-6-(6-cyclopropyl-7-methoxyimidazo[1,2-b]pyridazin-3-yl)-N-(piperidin-3-yl)pyrazin-2-amine